N-[(3S,4S)-1-(2-cyclopropyl-2-oxoethyl)-3-methyl-4-piperidyl]-6-[3-(4-mesyl-2-anisidino)-1-propynyl]-1-(2,2,2-trifluoroethyl)-1H-1,3-benzimidazole-4-carboxamide C1(CC1)C(CN1C[C@@H]([C@H](CC1)NC(=O)C1=CC(=CC=2N(C=NC21)CC(F)(F)F)C#CCNC=2C(OC)=CC=C(C2)S(=O)(=O)C)C)=O